N6-isopentenyladenosine-5'-monophosphate sodium salt [Na+].P(=O)([O-])([O-])OC[C@@H]1[C@H]([C@H]([C@@H](O1)N1C=NC=2C(NCCC(=C)C)=NC=NC12)O)O.[Na+]